BrC=1C=C(N(N1)C(C)C)C(=O)NC1=C(C=C(C=C1C)Cl)C(N)=O 5-bromo-N-(2-carbamoyl-4-chloro-6-methyl-phenyl)-2-isopropyl-pyrazole-3-carboxamide